CC1=C(C(NC(=C1)C)=O)CNC(=O)C=1C=C(C=C(C1C)N(C1CCOCC1)CC)C1=CC=C(C=C1)CN1CCNCC1 N-[(4,6-dimethyl-2-oxo-1H-pyridin-3-yl)methyl]-5-[ethyl(oxan-4-yl)amino]-4-methyl-4'-(piperazin-1-ylmethyl)-[1,1'-biphenyl]-3-carboxamide